2-ethoxyethyl 2,3-diethylvalerate C(C)C(C(=O)OCCOCC)C(CC)CC